phenylboronic acid ammonium [NH4+].C1(=CC=CC=C1)B(O)O